(1R)-1-[2-(trifluoromethyl)pyrimidin-5-yl]ethane-1-amine hydrochloride Cl.FC(C1=NC=C(C=N1)[C@@H](C)N)(F)F